COCCN(C=1C(=CC2=C(N=C(N=C2)C)N1)C(=O)N(C)C)CCOC 7-(bis(2-methoxyethyl)amino)-N,N,2-trimethylpyrido[2,3-d]pyrimidine-6-carboxamide